1-(4-propylcyclohexyl)cyclohexyl-2,3-difluoro-4-ethoxybenzene C(CC)C1CCC(CC1)C1(CCCCC1)C1=C(C(=C(C=C1)OCC)F)F